(3bR,4aR)-ethyl 1-(2-(4-(2,3-dimethylphenyl)piperazin-1-yl)-2-oxoethyl)-3b,4,4a,5-tetrahydro-1H-cyclopropa[3,4]cyclopenta[1,2-c]pyrazole-3-carboxylate CC1=C(C=CC=C1C)N1CCN(CC1)C(CN1N=C(C2=C1C[C@@H]1[C@H]2C1)C(=O)OCC)=O